Dodecanoic acid ammonium salt [NH4+].C(CCCCCCCCCCC)(=O)[O-]